NC1=NC(=NC=N1)C1=NC(=CC(=C1)C1COCCN1C(C=C)=O)Cl 1-(3-(2-(4-amino-1,3,5-triazin-2-yl)-6-chloropyridin-4-yl)morpholino)prop-2-en-1-one